F[C@@]12[C@H](CNC1)CN(C2)C(=O)OC(C)(C)C tert-butyl (3aS,6aR)-3a-fluorohexahydropyrrolo[3,4-c]pyrrole-2(1H)-carboxylate